NCC(C1=CC=C(C=C1)F)NC(=O)C=1N=CN(C1)C1=CC(=NC=C1C)NC1=CC=C(C=C1)F N-(2-amino-1-(4-fluorophenyl)ethyl)-1-(2-((4-fluorophenyl)amino)-5-methylpyridin-4-yl)-1H-imidazole-4-carboxamide